(5S)-2-[(6-Fluoropyridin-3-yl)methyl]-3-oxo-2,3,5,6,7,8-hexahydro[1,2,4]triazolo[4,3-a]pyridine-5-carboxylic acid FC1=CC=C(C=N1)CN1N=C2N([C@@H](CCC2)C(=O)O)C1=O